ClC=1C=C(C(=O)NC(C)C=2N(N=CN2)C2=NC=NC(=C2)C2COC2)C=C(C1)S(=O)(=O)C1=CC=NC=C1 3-chloro-N-[1-[2-[6-(oxetan-3-yl)pyrimidin-4-yl]-1,2,4-triazol-3-yl]ethyl]-5-(4-pyridylsulfonyl)benzamide